4-(6-amino-2-fluoro-3-pyridinyl)-5-[4-[(3S)-1-(3-fluoropropyl)pyrrolidin-3-yl]oxyphenyl]-2,3-dihydro-1-benzothiepin-8-ol NC1=CC=C(C(=N1)F)C=1CCSC2=C(C1C1=CC=C(C=C1)O[C@@H]1CN(CC1)CCCF)C=CC(=C2)O